O=C1NC(CCC1N1C(C2=CC=CC=C2C1=O)=O)=O 2-(2,6-dioxopiperidin-3-yl)-isoindoline-1,3-dione